2-((4-((S)-2-(5-Chloropyridin-2-yl)-2-methylbenzo[d][1,3]dioxol-4-yl)piperidin-1-yl)methyl)-1-(((S)-oxetan-2-yl)methyl)-4-(oxetan-3-yloxy)-1H-benzo[d]imidazole-6-carboxylic acid ClC=1C=CC(=NC1)[C@@]1(OC2=C(O1)C=CC=C2C2CCN(CC2)CC2=NC1=C(N2C[C@H]2OCC2)C=C(C=C1OC1COC1)C(=O)O)C